6-(2-chlorophenyl)-2-{[3-methoxy-4-(4-methylpiperazin-1-yl)phenyl]amino}imidazo[1,2-a]pyrimido[5,4-e]pyrimidin-5(6H)-one ClC1=C(C=CC=C1)N1C=2N(C3=C(C1=O)C=NC(=N3)NC3=CC(=C(C=C3)N3CCN(CC3)C)OC)C=CN2